C1CC12CN(CC2)CC2=CC(=NC(=C2)C2CC2)C(=O)NC2=CC(=CC=C2)C2(COC2)[C@@H](C2=NN=CN2C)F (S)-4-(5-azaspiro[2.4]heptan-5-ylmethyl)-6-cyclopropyl-N-(3-(3-(fluoro(4-methyl-4H-1,2,4-triazol-3-yl)methyl)oxetan-3-yl)phenyl)picolinamide